ClC=1C=C(C=CC1)N1C(\C(\CC1=O)=C\C1=C(OCC2=CC(=C(C#N)C=C2)O)C=CC=C1)=O (E)-4-((2-((1-(3-chlorophenyl)-2,5-dioxopyrrolidin-3-ylidene)methyl)phenoxy)methyl)-2-hydroxybenzonitrile